1-(4-bromophenyl)-N-phenylcyclopropanecarboxamide BrC1=CC=C(C=C1)C1(CC1)C(=O)NC1=CC=CC=C1